NC1=NC=CC=C1C1=NC=2C(=NC(=CC2)C2=CC=CC=C2)N1C1=CC=C(C=C1)CNC(C1=C(C=C(C(=C1)C=O)O)F)=O N-({4-[2-(2-aminopyridin-3-yl)-5-phenylimidazo[4,5-b]pyridin-3-yl]phenyl}methyl)-2-fluoro-5-formyl-4-hydroxybenzamide